(2R,3S)-N-(2-Amino-4-((4-hydroxybenzyl)amino)phenyl)-2,3-difluoroheptanamid NC1=C(C=CC(=C1)NCC1=CC=C(C=C1)O)NC([C@H]([C@H](CCCC)F)F)=O